2-(5-Bromopyridin-2-yl)-N-(2-fluorobenzyl)acetamide BrC=1C=CC(=NC1)CC(=O)NCC1=C(C=CC=C1)F